OC1CC(C1)SC1=C(C=CC=C1)O 2-((3-hydroxycyclobutyl)thio)phenol